MONOMETHYLFUMARATE COC(\C=C\C(=O)[O-])=O